(R)-3-((3-((1r,4R)-4-(4-(1-(3-amino-6-(2-hydroxyphenyl)pyridazin-4-yl)-1H-pyrazol-4-yl)piperazin-1-yl)cyclohexyl)phenyl)(methyl)amino)piperidine-2,6-dione NC=1N=NC(=CC1N1N=CC(=C1)N1CCN(CC1)C1CCC(CC1)C=1C=C(C=CC1)N([C@H]1C(NC(CC1)=O)=O)C)C1=C(C=CC=C1)O